2-methyl-9-methacryloyloxy-10-methoxy-1,4-dihydro-1,4-methanoanthracene CC=1C2C3=C(C4=CC=CC=C4C(=C3C(C1)C2)OC)OC(C(=C)C)=O